C(=CC)CCOCC 1-propenyl-2-ethyloxyethane